[Na+].[Na+].[Na+].[Na+].[Cu+2] copper (II) tetrasodium